[N+](=O)(OCC(CN1C(C2=CC=3C(N(C(C3C=C2C1=O)=O)CCO[N+](=O)[O-])=O)=O)O[N+](=O)[O-])[O-] 3-(6-(2-(Nitrooxy)ethyl)-1,3,5,7-tetraoxo-3,5,6,7-tetrahydropyrrolo[3,4-f]isoindol-2(1H)-yl)propane-1,2-diyl dinitrate